6-(4-acetylpiperazin-1-yl)-2-((5-(5-(difluoromethyl)-1,3,4-oxadiazol-2-yl)pyridin-2-yl)methyl)-4,4-diethylisoquinoline-1,3(2H,4H)-dione C(C)(=O)N1CCN(CC1)C=1C=C2C(C(N(C(C2=CC1)=O)CC1=NC=C(C=C1)C=1OC(=NN1)C(F)F)=O)(CC)CC